2-methyl-2-propyl-1,3-dioxolane CC1(OCCO1)CCC